C1(CCC1)S(=O)C1=C(C=2C(=NC(=CC2C2=CC=NN2C)C=2C=NC=3CCNCC3C2)S1)N 2-(cyclobutanesulfinyl)-4-(1-methyl-1H-pyrazol-5-yl)-6-(5,6,7,8-tetrahydro-1,6-naphthyridin-3-yl)thieno[2,3-b]pyridin-3-amine